dec-9-yn-1-yl 8-((6-((4,4-bis(((Z)-oct-5-en-1-yl)oxy)butanoyl)oxy)hexyl)(2-hydroxyethyl)amino)octanoate C(CCC\C=C/CC)OC(CCC(=O)OCCCCCCN(CCCCCCCC(=O)OCCCCCCCCC#C)CCO)OCCCC\C=C/CC